N1CC(C1)NC=1C=C(C(=O)N[C@H](C)C2=CC=CC3=CC=CC=C23)C(=CN1)C (R)-2-(azetidin-3-ylamino)-5-methyl-N-(1-(naphthalen-1-yl)ethyl)isonicotinamide